OC1NC(SC1)=S 4-hydroxy-2-thiazolidinethione